CC1=CC=CC=2C(COC21)C(=O)NC=2C=C(C=C(C2)C(F)(F)F)NC(=O)[N-]C2=C[N+](=NO2)CC2=NC=CC=C2 ((3-(7-Methyl-2,3-dihydrobenzofuran-3-carboxamido)-5-(trifluoromethyl)phenyl)-carbamoyl)(3-(pyridin-2-ylmethyl)-1,2,3-oxadiazol-3-ium-5-yl)amide